tert-butyl (2S,4S)-2-[6-(5-methyl-1H-pyrazol-4-yl)-4-oxo-3,4-dihydrothieno[3,2-d]pyrimidin-2-yl]-4-phenylpyrrolidine-1-carboxylate CC1=C(C=NN1)C1=CC=2N=C(NC(C2S1)=O)[C@H]1N(C[C@@H](C1)C1=CC=CC=C1)C(=O)OC(C)(C)C